(1s,4s)-2'-(1-benzofuran-3-yl)-4-(3-chloroanilino)spiro[cyclohexane-1,1'-indene]-4-carboxylic acid O1C=C(C2=C1C=CC=C2)C=2C1(C3=CC=CC=C3C2)CCC(CC1)(C(=O)O)NC1=CC(=CC=C1)Cl